7-chloro-2-morpholinoquinolin-4-amine ClC1=CC=C2C(=CC(=NC2=C1)N1CCOCC1)N